methyl-6-((1-methyl-1H-pyrazol-3-yl)amino)pyridazine-3-carboxamide CC1=C(N=NC(=C1)NC1=NN(C=C1)C)C(=O)N